C(C)(=O)OC1C=CC(C(OC(CCCCC1(C)OC(C)OCC)=O)\C(\C)=C\C=O)C 7-(1-ethoxyethoxy)-3,7-dimethyl-12-oxo-2-((E)-4-oxobut-2-en-2-yl)oxacyclododec-4-en-6-yl acetate